ClC1=C(C=CC2=C1C(=NCC=1N2C=CC(N1)=O)C1=C(C=CC(=C1)O)F)C(F)(F)F 8-chloro-7-(2-fluoro-5-hydroxy-phenyl)-9-(trifluoromethyl)-5H-pyrimido[1,2-a][1,4]benzodiazepin-3-one